FC1=C(C(=O)N(C)OC)C=CC(=C1)S(F)(F)(F)(F)F 2-fluoro-N-methoxy-N-methyl-4-(pentafluoro-λ6-sulfanyl)benzamide